(((bis(4-(tributylsilyl)phenyl)phosphaneyl)(phenyl)amino)phosphanediyl)bis(2,1-phenylene) dimethanesulfonate CS(=O)(=O)OC1=C(C=CC=C1)P(C1=C(C=CC=C1)OS(=O)(=O)C)N(C1=CC=CC=C1)P(C1=CC=C(C=C1)[Si](CCCC)(CCCC)CCCC)C1=CC=C(C=C1)[Si](CCCC)(CCCC)CCCC